(4-((4-fluorophenyl)(phenyl)methyl)piperazin-1-yl)(5-methylpyridin-3-yl)methanone FC1=CC=C(C=C1)C(N1CCN(CC1)C(=O)C=1C=NC=C(C1)C)C1=CC=CC=C1